NC(CCN(C(C(F)Cl)=O)NC(=O)[C@H](CC(C)(C)C)NC(=O)C1=NC=CN=C1)=O |r| N-[rac-(1S)-1-[[(3-amino-3-oxo-propyl)-(2-chloro-2-fluoro-acetyl)amino]carbamoyl]-3,3-dimethyl-butyl]pyrazine-2-carboxamide